OCCCCCC1=C2C(NC(C2=CC=C1)=O)=O 4-(5-hydroxypentyl)isoindoline-1,3-dione